5-(4-cyclopropyl-6-methoxypyrimidin-5-yl)-7-((3-fluoro-4-(1-methyl-4-(trifluoromethyl)-1H-imidazol-2-yl)benzyl)oxy)thiazolo[5,4-d]pyrimidine C1(CC1)C1=NC=NC(=C1C=1N=C(C2=C(N1)SC=N2)OCC2=CC(=C(C=C2)C=2N(C=C(N2)C(F)(F)F)C)F)OC